FC(C(=O)O)(F)F.C(C)OC(=O)N1C(=C(C2=CC(=CC=C12)C1CCNCC1)C(C)C)C=1C(=C(C=2N(C1)N=CN2)C)C 2-(7,8-dimethyl-[1,2,4]triazolo[1,5-a]pyridin-6-yl)-3-isopropyl-5-(piperidin-4-yl)-1H-indole-1-carboxylic acid ethyl ester trifluoroacetate salt